CS(=O)(=O)C1=CC=C(CNC2=NC=CC(=C2)C=2C=C3C(=NNC3=CC2)N)C=C1 5-(2-((4-(Methylsulfonyl)benzyl)amino)pyridin-4-yl)-1H-indazol-3-amine